FC=1C=C(C=CC1C1=NOC(=N1)C(F)(F)F)COC=1C(N(C=CC1)C)=O 3-({3-fluoro-4-[5-(trifluoromethyl)-1,2,4-oxadiazol-3-yl]phenyl}methoxy)-1-methylpyridin-2(1H)-one